(S)-2-amino-3-hydroxy-1-((1R,5S)-8-(7-(3-hydroxynaphthalen-1-yl)-2-(((S)-1-methylpyrrolidin-2-yl)methoxy)quinazolin-4-yl)-3,8-diazabicyclo[3.2.1]octan-3-yl)propan-1-one N[C@H](C(=O)N1C[C@H]2CC[C@@H](C1)N2C2=NC(=NC1=CC(=CC=C21)C2=CC(=CC1=CC=CC=C21)O)OC[C@H]2N(CCC2)C)CO